N[C@H](C=1N=C2N(N=C(C=C2)CC2C(NC[C@@H](C2)C(F)(F)F)=O)C1)C1CCC(CC1)C (5R)-3-((2-((S)-amino((1R,4S)-4-methylcyclohexyl)methyl)imidazo[1,2-b]pyridazin-6-yl)methyl)-5-(trifluoromethyl)piperidin-2-one